C1=CNC=2C=CC3=C(C12)C=CC=C3 benzo[e]indol